FC(C=1C=C2CC[C@H](C2=CC1)NC(C1=CC=C(C=C1)C1=C2C(=NC=C1)NC=C2)=O)F |r| racemic-N-(5-(difluoromethyl)-2,3-dihydro-1H-inden-1-yl)-4-(1H-pyrrolo[2,3-b]pyridin-4-yl)benzamide